FC1=CC(=CC=2NC(=NC21)C2=NNC1=CC=C(C=C21)C=2C(=C(C=NC2)CNCC)C)F 5-[3-(4,6-difluoro-1H-benzoimidazol-2-yl)-1H-indazol-5-yl]-N-ethyl-4-methyl-3-pyridinemethylamine